NCCOC=1C=CC2=C(C[C@H](NC([C@@H](N2C)C(C)C)=O)CO[Si](C2=CC=CC=C2)(C2=CC=CC=C2)C(C)(C)C)C1 (2S,5S)-8-(2-aminoethoxy)-5-{[tert-butylbis(phenyl)siloxy]methyl}-2-isopropyl-1-methyl-1,4,5,6-tetrahydro-1,4-benzodiazocin-3(2H)-one